FC1=C(C=CC(=C1)F)C=CC(=O)N 3-(2,4-difluorophenyl)acrylamide